N1(CCOCC1)C(=O)[C@@H]1C[C@H](CN1)C(C(=O)N)(C)C ((3S,5S)-5-(morpholine-4-carbonyl)pyrrolidin-3-yl)isobutyramide